ClP(C1=CC=CC=C1)(C1=CC=CC=C1)(C1=CC=CC=C1)CC1=NOC(=C1)C 3-((chlorotriphenyl-λ5-phosphaneyl)methyl)-5-methylisoxazole